1-(4-(naphthalen-2-ylmethoxy)benzyl)-2H-tetrazole C1=C(C=CC2=CC=CC=C12)COC1=CC=C(CN2NNN=C2)C=C1